CC1=CCCC(C1)(C=C)C 1,5-dimethyl-5-vinyl-1-cyclohexene